ethylaminoimidazole C(C)NC=1NC=CN1